Cl[Si](C)(C)Cl Dichlorodimethyl-Silane